ClC=1C=CC(=C(CN(C(CC2=CNC3=CC=CC=C23)=O)CCC2=CC=C(C=C2)S(NCC#C)(=O)=O)C1)OCCC N-(5-chloro-2-propoxybenzyl)-2-(1H-indol-3-yl)-N-(4-(N-(prop-2-yn-1-yl)sulfamoyl)-phenethyl)acetamide